C(=C)C1=CC=C(C=C1)C p-Vinyltoluol